C(C)(C)(C)OOC(C)(C)C1=CC=C(C=C1)C(C)(C)OOC(C)(C)C 1,4-Bis(tertiarybutylperoxyisopropyl)benzene